C12CN(CC(CC1)N2)C(=O)C=2N=C1N(C=CC(=C1)C1=C(C(=CC=C1O)Cl)Cl)C2 (3,8-diazabicyclo[3.2.1]octan-3-yl)(7-(2,3-dichloro-6-hydroxyphenyl)imidazo[1,2-a]pyridin-2-yl)methanone